ethanolamine phosphate monopotassium salt [K+].P(=O)([O-])(O)OCCN